2-[2,3-difluoro-4-[8-[3-methyl-4-(piperazine-1-carbonyl)anilino]imidazo[1,2-a]pyrazin-3-yl]phenoxy]acetonitrile FC1=C(OCC#N)C=CC(=C1F)C1=CN=C2N1C=CN=C2NC2=CC(=C(C=C2)C(=O)N2CCNCC2)C